4,5-dihydroxy-isophthalate disodium salt [Na+].[Na+].OC1=C(C=C(C(=O)[O-])C=C1O)C(=O)[O-]